C(C)C=1N(C2=C(C(=C(C=C2C(C1)=O)F)N1CC(N(CC1)C(C)=O)C)F)CC ethyl-1-ethyl-6,8-difluoro-7-(3-methyl-4-acetylpiperazin-1-yl)-quinolin-4(1H)-one